(1S,2S)-1-(2-methoxy-5-methylphenyl)-2-(6-methoxypyridin-2-yl)-N-(2-methylquinoline-5-sulfonyl)cyclopropane-1-carboxamide COC1=C(C=C(C=C1)C)[C@]1([C@H](C1)C1=NC(=CC=C1)OC)C(=O)NS(=O)(=O)C=1C=2C=CC(=NC2C=CC1)C